[N+](=O)([O-])C1=CC=C(C=C1)OC(NC1=C(C=CC=C1)N1CCCC1)=O (2-pyrrolidin-1-yl-phenyl)-carbamic acid 4-nitro-phenyl ester